FC1=C(C=C(C(=C1)C)F)C(=O)N1CCC2(C(N3[C@H](O2)CC[C@H]3C3=CC=CC=C3)=O)CC1 (5'S,7a'R)-1-(2,5-difluoro-4-methylbenzene-1-carbonyl)-5'-phenyltetra-hydro-3'H-spiro[piperidine-4,2'-pyrrolo[2,1-b][1,3]oxazol]-3'-one